2-(6-Oxo-5-(trifluoromethyl)-1,6-dihydropyridin-3-yl)ethyl (2-(4-(5-(trifluoromethyl)pyrimidin-2-yl)piperazin-1-yl)ethyl)carbamate FC(C=1C=NC(=NC1)N1CCN(CC1)CCNC(OCCC1=CNC(C(=C1)C(F)(F)F)=O)=O)(F)F